CN1C(=C(C2=CC(=C(C=C12)C(=O)[O-])C)CCC(=O)O)CCCCC.[Na+].[Na+].C(C1=CC=CC=C1)OCC(=O)N1C=CC2=CC(=CC=C12)C1=CC=C(C(=O)NCC=2C=NC=CC2)C=C1.CN1C(=C(C2=CC(=C(C=C12)C(=O)[O-])C)CCC(=O)O)CCCCC 4-(1-(2-(benzyloxy)acetyl)indol-5-yl)-N-(pyridin-3-ylmethyl)benzamide disodium 1,5-dimethyl-2-pentyl-3-(2-carboxyethyl)-indole-6-carboxylate